5-methyl-7-amino-1-carboxyphenazinium C[N+]1=C2C=CC=C(C2=NC2=CC=C(C=C12)N)C(=O)O